C(C=C)(=O)N1C[C@@H](N(CC1)C=1C2=C(N(C(N1)=O)C=1C(=NC=CC1S(=O)(=O)C)C(C)C)N=C(C(=C2)F)C2=C(C=CC=C2O)F)C ((S)-4-propenoyl-2-methylpiperazin-1-yl)-6-fluoro-7-(2-fluoro-6-hydroxyphenyl)-1-(2-isopropyl-4-(methylsulfonyl)pyridin-3-yl)pyrido[2,3-d]pyrimidin-2(1H)-one